COC1=C(C(=O)OC)C(=CC(=C1)OCOC)C methyl 2-methoxy-4-(methoxymethoxy)-6-methylbenzoate